S(=O)(=O)(O)CCC[NH+](C)C Sulfopropyl-dimethylammonium